5-(4-cyclopropyl-1H-imidazol-1-yl)-2-fluoro-N-[6-(4-isopropyl-4H-1,2,4-triazol-3-yl)-2-pyridinyl]-4-methylbenzamide C1(CC1)C=1N=CN(C1)C=1C(=CC(=C(C(=O)NC2=NC(=CC=C2)C2=NN=CN2C(C)C)C1)F)C